2-chlorophenyl (3S)-4-[N2-cyclohexyl-N6-(methylsulfonyl)-D-lysyl]-3-[(thiophen-2-ylmethyl)carbamoyl]piperazine-1-carboxylate C1(CCCCC1)N[C@H](CCCCNS(=O)(=O)C)C(=O)N1[C@@H](CN(CC1)C(=O)OC1=C(C=CC=C1)Cl)C(NCC=1SC=CC1)=O